C(C)(C)(C)[I+]C(C)(C)C di-tert-butyliodonium